N-[(1S)-5-[2-(2-aminopyridin-3-yl)-5-(pyrazol-1-yl)imidazo[4,5-b]pyridin-3-yl]-2,3-dihydro-1H-inden-1-yl]-2-[(2-fluoroprop-2-enamido)methyl]benzamide NC1=NC=CC=C1C1=NC=2C(=NC(=CC2)N2N=CC=C2)N1C=1C=C2CC[C@@H](C2=CC1)NC(C1=C(C=CC=C1)CNC(C(=C)F)=O)=O